N(=[N+]=[N-])CCCNC(OCCCC)=O butyl (3-azidopropyl)carbamate